1-(diphenylmethyl)-4-(4-fluorobenzoyl)piperazine C1(=CC=CC=C1)C(N1CCN(CC1)C(C1=CC=C(C=C1)F)=O)C1=CC=CC=C1